COC(=O)C=1C=C(C=2N(C1)N=C(N2)C)Br.C2(=CC=C(C=C2)NC=2C(=C(C=CC2)C2(CCCCC2)C2=C(C(=CC=C2)NC2=CC=C(C=C2)C)NC2=CC=C(C=C2)C)NC2=CC=C(C=C2)C)C 1,1-bis[(di-4-toluidino)phenyl]cyclohexane methyl-8-bromo-2-methyl-[1,2,4]triazolo[1,5-a]pyridine-6-carboxylate